C(C1=CC=CC=C1)(C1=CC=CC=C1)(C1=CC=CC=C1)OC[C@]12CCCN2[C@H](CC1)CO ((3R,7aS)-7a-((trityloxy)methyl)hexahydro-1H-pyrrolizin-3-yl)methanol